BrC=1C=CC(=NC1)Cl 5-Bromo-2-chloro-pyridine